(9-methyl-2-(4-(trifluoromethoxy)phenyl)-9H-purin-6-yl)methanamine CN1C2=NC(=NC(=C2N=C1)CN)C1=CC=C(C=C1)OC(F)(F)F